Ethyl (4-methylbenzoyl)-D-leucinate CC1=CC=C(C(=O)N[C@H](CC(C)C)C(=O)OCC)C=C1